(2S)-2-[[2-(3-chloro-4-methylsulfonyl-anilino)-5-(5-isopropyl-1,3,4-oxadiazol-2-yl)pyrimidin-4-yl]amino]-2-phenyl-ethanol ClC=1C=C(NC2=NC=C(C(=N2)N[C@H](CO)C2=CC=CC=C2)C=2OC(=NN2)C(C)C)C=CC1S(=O)(=O)C